ClC1=CC2=C(C=N1)C1(CN2C2=NC(=NC(=C2)S(=O)(=O)C)C(C)(F)F)CC1 6'-Chloro-1'-(2-(1,1-difluoroethyl)-6-(methylsulfonyl)pyrimidin-4-yl)-1',2'-dihydrospiro[cyclopropane-1,3'-pyrrolo[3,2-c]pyridine]